1-hydroxyethyl-2-methyl-5-nitroimidazole OC(C)C=1N=C(NC1[N+](=O)[O-])C